Methyl 2-(2-chloro-3-methoxyphenyl)-2H-pyrazolo[3,4-b]pyridine-5-carboxylate ClC1=C(C=CC=C1OC)N1N=C2N=CC(=CC2=C1)C(=O)OC